CC(C(=O)N)(C(=O)NC=1C=NN(C1)CC(=O)N(CCOC1=CC=C(C=C1)C)C)C 2,2-dimethyl-N'-[1-[2-[methyl-[2-(4-methylphenoxy)ethyl]amino]-2-oxo-ethyl]pyrazol-4-yl]propanediamide